O1C=C(C(C2=CC=CC=C12)=O)\C=C\1/OC2=C(C1=O)C=CC=C2 (Z)-2-(4H-chromone-3-ylmethylene)benzofuran-3(2H)-one